tert-Butyl 3-(5-[2-methoxy-6-methyl-4-(trifluoromethyl)phenyl]-3-{[(trifluoromethyl)sulfonyl]oxy}-1H-pyrazolo[3,4-c]pyridazin-1-yl)piperidine-1-carboxylate COC1=C(C(=CC(=C1)C(F)(F)F)C)C=1C=C2C(=NN1)N(N=C2OS(=O)(=O)C(F)(F)F)C2CN(CCC2)C(=O)OC(C)(C)C